FC=1C=C2C(C(=CN(C2=NC1)C=1SC=CN1)C(=O)O)=O 6-fluoro-4-oxo-1-(1,3-thiazol-2-yl)-1,4-dihydro-1,8-naphthyridine-3-carboxylic acid